ClC=1C(=C(C=CC1)[C@@H](CC1=NC(=NC(=N1)N[C@@H](CO)CC(C)C)NS(=O)(=O)C)C)F |o1:7| N-(4-((R*)-2-(3-chloro-2-fluorophenyl)propyl)-6-(((R)-1-hydroxy-4-methylpentan-2-yl)amino)-1,3,5-triazin-2-yl)methanesulfonamide